germacradienol C[C@H]\1CC/C=C(/CC[C@H](/C=C1)C(C)(C)O)\C